1-((2S)-7-methyl-6-(pyrimidin-2-yl)-3,4-dihydro-1H-spiro(1,8-naphthyridine-2,3'-pyrrolidin)-1'-yl)-2-(4-(trifluoromethyl)phenyl)propan-1-one CC1=C(C=C2CC[C@]3(CN(CC3)C(C(C)C3=CC=C(C=C3)C(F)(F)F)=O)NC2=N1)C1=NC=CC=N1